N1(CCC1)CC1(CC1)NC(=O)[C@]1(C(C1)(F)F)C1=CC=CC=C1 (R)-N-(1-(azetidin-1-ylmethyl)cyclopropyl)-2,2-difluoro-1-phenylcyclopropane-1-carboxamide